2-(3-bromo-1-methyl-1H-pyrrolo[2,3-b]pyridine-5-carboxamido)-2-methylpropyl 2-methylbenzoate CC1=C(C(=O)OCC(C)(C)NC(=O)C=2C=C3C(=NC2)N(C=C3Br)C)C=CC=C1